methyl-(thiophen) CC=1SC=CC1